2-(6-((2-methylthiazol-4-yl)methoxy)-3-oxoisoindolin-5-yl)benzonitrile CC=1SC=C(N1)COC1=C(C=C2C(NCC2=C1)=O)C1=C(C#N)C=CC=C1